(4S)-4-amino-1-methylpyrrolidin-2-one hydrochloride Cl.N[C@H]1CC(N(C1)C)=O